5-(3-thienoyl)amino-3-(1-ethylpiperidin-4-yl)-1H-indole S1C=C(C=C1)C(=O)NC=1C=C2C(=CNC2=CC1)C1CCN(CC1)CC